(5-bromopentyl)-trimethylammonium bromide [Br-].BrCCCCC[N+](C)(C)C